(6-{3-azabicyclo[3.1.0]hex-3-yl}pyridin-3-yl)methanol C12CN(CC2C1)C1=CC=C(C=N1)CO